tert-butyl 6-((1R,2S)-1'-(tert-butoxycarbonyl)-5'-methoxy-2'-oxospiro[cyclopropane-1,3'-indolin]-2-yl)-3-iodo-1H-indazole-1-carboxylate C(C)(C)(C)OC(=O)N1C([C@@]2(C3=CC(=CC=C13)OC)[C@@H](C2)C2=CC=C1C(=NN(C1=C2)C(=O)OC(C)(C)C)I)=O